ClC=1C(=C(C=CC1)[C@@H](C(F)(F)F)N1CCC(CC1)(C(=O)O)CC1=NC(=CC=C1F)NC1=NNC(=C1)C)F (S)-1-(1-(3-chloro-2-fluorophenyl)-2,2,2-trifluoroethyl)-4-((3-fluoro-6-((5-methyl-1H-pyrazol-3-yl)amino)pyridin-2-yl)methyl)piperidine-4-carboxylic acid